C(C(C)OC([C@H](CCC(C=[N+]=[N-])=O)NC([C@H](C)O)=O)=O)([2H])([2H])[2H].BrCC1=C(C=CC(=C1)C(F)(F)F)OC 2-(bromomethyl)-1-methoxy-4-(trifluoromethyl)benzene propan-2-yl-1,1,1-d3-(2S)-6-diazo-2-((S)-2-hydroxypropanamido)-5-oxohexanoate